C(C)(C)(C)N1N=C(C(=C1NC(=O)NCC(F)(F)F)C)C1CC(C1)(F)F 1-(1-(tert-butyl)-3-(3,3-difluorocyclobutyl)-4-methyl-1H-pyrazol-5-yl)-3-(2,2,2-trifluoroethyl)urea